FC=1C=C(C=CC1)SC=1N=NC=CC1C(=O)O 3-[(3-fluorophenyl)thio]pyridazine-4-carboxylic acid